CN(CCCC)C N,N-dimethylbutan-1-amin